S-Methyl 5-fluoro-2-((pyrazolo[1,5-a]pyrimidine-3-carboxamido)methyl)benzofuran-7-carbothioate FC=1C=C(C2=C(C=C(O2)CNC(=O)C=2C=NN3C2N=CC=C3)C1)C(SC)=O